BrC1=CC=CC2=CC(=CC=C12)SC1CCCCC1 1-bromo-6-cyclohexylsulfanyl-naphthalene